uranium (iv) nitrate [N+](=O)([O-])[O-].[U+4].[N+](=O)([O-])[O-].[N+](=O)([O-])[O-].[N+](=O)([O-])[O-]